ClC=1C=C(C2=C(C(CO2)O)C1)S(=O)(=O)NC1=C(C(=C(C=C1)F)C=1C=C2C=NC(=NC2=C(C1)CC)NC1CCN(CC1)CC)F 5-chloro-N-(3-(8-ethyl-2-((1-ethylpiperidin-4-yl)amino)quinazolin-6-yl)-2,4-difluorophenyl)-3-hydroxy-2,3-dihydrobenzofuran-7-sulfonamide